N,N'-(ethane-1,2-diylbis-(4,1-phenylene))bis(8,8-dimethyl-4-((S)-2-(methylamino)propan-amido)-5-oxooctahydro-pyrrolo[2,1-b][1,3]-thiazepine-7-carboxamide) C(CC1=CC=C(C=C1)NC(=O)C1C(CC2SCCC(C(N21)=O)NC([C@H](C)NC)=O)(C)C)C2=CC=C(C=C2)NC(=O)C2C(CC1SCCC(C(N12)=O)NC([C@H](C)NC)=O)(C)C